FC1=CC=CC(=N1)S(=O)(=O)NC1=NC(=C(N=C1)N1N=C(C=C1)OCC(C(F)(F)F)(C)C)C1=C(C=CC=C1)CCCCCCNCC(C)(SC)C 6-fluoro-N-[6-[2-[6-[(2-methyl-2-methylsulfanyl-propyl)amino]hexyl]phenyl]-5-[3-(3,3,3-trifluoro-2,2-dimethyl-propoxy)pyrazol-1-yl]pyrazin-2-yl]pyridine-2-sulfonamide